C(C)(=O)C1=CC(=C(C=C1)COC1=C(C=C(C=C1)C=1C=2C(NC(C1)=O)=NNC2)OC)C(F)(F)F 4-(4-{[4-acetyl-2-(trifluoromethyl)phenyl]methoxy}-3-methoxyphenyl)-2H,6H,7H-pyrazolo[3,4-b]pyridin-6-one